NC1=C2C(=NC=N1)N(N=C2C2=CC(=C(C=C2)OC)OC)C(C)C2=NC1=CC=CC(=C1C(N2C2CCC2)=O)F 2-(1-(4-amino-3-(3,4-dimethoxyphenyl)-1H-pyrazolo[3,4-d]pyrimidin-1-yl)ethyl)-3-cyclobutyl-5-fluoroquinazolin-4(3H)-one